2-(2-(4-(3-amino-6-chloropyridazin-4-yl)piperazin-1-yl)pyridin-4-yl)acetic acid NC=1N=NC(=CC1N1CCN(CC1)C1=NC=CC(=C1)CC(=O)O)Cl